(2-Fluorobenzyl)-N-(1-phenethylpiperidin-4-yl)butanamide FC1=C(CC(C(=O)NC2CCN(CC2)CCC2=CC=CC=C2)CC)C=CC=C1